6-(Azetidin-1-yl)-N-[2-(difluoromethoxy)-4-methylbenzene-1-sulfonyl]-4-fluoro-1-benzofuran-2-carboxamide N1(CCC1)C1=CC2=C(C=C(O2)C(=O)NS(=O)(=O)C2=C(C=C(C=C2)C)OC(F)F)C(=C1)F